(8-chloro-[1,2,4]triazolo[4,3-a][1,6]naphthyridin-4-yl)boronic acid ClC1=NC=C2C=C(C=3N(C2=C1)C=NN3)B(O)O